4-{(1R,3R)-2,2-dimethyl-3-[3-(tetrahydrofuran-3-yl)-1,2,4-oxadiazol-5-yl]cyclopropyl}benzenesulfonamide CC1([C@@H]([C@H]1C1=NC(=NO1)C1COCC1)C1=CC=C(C=C1)S(=O)(=O)N)C